NC=1SC=C(N1)/C(/C(=O)OCC)=N/OC ethyl (Z)-2-(2-aminothiazol-4-yl)-2-(methoxyimino)acetate